NC1=NC(=NC=C1C(=O)OCC)N1C2CN(CC1CC2)C=2C=NC1=CC=CC=C1C2 Ethyl 4-amino-2-(3-(quinolin-3-yl)-3,8-diazabicyclo[3.2.1]octan-8-yl)pyrimidine-5-carboxylate